C1(=CC=CC=C1)C=1C(=C(C=CC1)C1=NN=NC(=C1C1=C(C(=CC=2C3=CC=CC=C3CC12)C)C)C1=C(C(=CC=2C3=CC=CC=C3CC12)C)C)C=1[Se]C2=C(C1)C=CC=C2 phenylbenzselenophenyl[bis(dimethylfluorenyl)triazinyl]benzene